ClC1=NC2=CC=NC=C2C2=C1NC(=C2)C(=O)OCC ethyl 6-chloro-7H-pyrrolo[2,3-c][1,6]naphthyridine-8-carboxylate